FC(S(=O)(=O)OC=1C2=CC(=CC=C2C=2C=CC=C(C2C1)CC)CC)(F)F 1,7-diethylphenanthren-9-yl trifluoromethanesulfonate